2H-imidazo[4,5-c]cinnolin-2-one N=1C(N=C2N=NC=3C=CC=CC3C21)=O